C(C)(=O)NC1=CNC2=CC=C(C=C12)/C=C/C1CCN(CC1)C(=O)OC(C)(C)C tert-Butyl 4-[(E)-2-(3-acetamido-1H-indol-5-yl)ethenyl]piperidine-1-carboxylate